C(C1=CC=CC=C1)(C1=CC=CC=C1)(C1=CC=CC=C1)C1=CC=CC=N1 6-trityl-pyridine